ClC=1C=NN(C(C1Cl)=O)CCC=1OC2=C(N1)C=C(C(=C2)S(=O)(=O)N(C)C)C 2-[2-(4,5-dichloro-6-oxo-pyridazin-1-yl)ethyl]-N,N,5-trimethyl-1,3-benzoxazole-6-sulfonamide